trimethoxystilbene COC1=CC=C(C=C1)/C=C/C2=CC(=CC(=C2)OC)OC